COC1=NC2=CC=CC=C2C=C1C1=CN=C(N1)[C@H](CCCCCC(CC)=O)NC(=O)[C@H]1CC12CCN(CC2)CC(F)(F)F (S)-N-((S)-1-(5-(2-methoxyquinolin-3-yl)-1H-imidazol-2-yl)-7-oxononyl)-6-(2,2,2-trifluoroethyl)-6-azaspiro[2.5]octane-1-carboxamide